NCCC1=CC=C(C=N1)C1=C(C=C(C#N)C=C1)OC1=CN=NC(=C1)N1CCOCC1 4-[6-(2-aminoethyl)pyridin-3-yl]-3-(6-morpholin-4-ylpyridazin-4-yl)oxybenzonitrile